C1(CCCC1)OC1=NC(=CC=C1/C=C/C(=O)NC1=CC=CC=2NC(NC21)=O)C(F)(F)F (E)-3-(2-(cyclopentyloxy)-6-(trifluoromethyl)pyridin-3-yl)-N-(2-oxo-2,3-dihydro-1H-benzo[d]imidazol-4-yl)acrylamide